6-(4-(1-methyl-1H-pyrazol-4-yl)-1H-pyrrolo[2,3-b]pyridin-3-yl)spiro[indene-1,4'-piperidin]-3(2H)-one CN1N=CC(=C1)C1=C2C(=NC=C1)NC=C2C2=CC=C1C(CC3(CCNCC3)C1=C2)=O